2-((S)-1-(1-(5-ethylpyrimidin-2-yl)piperidin-4-yl)ethoxy)-6-(2-fluoro-4-(methylsulfonyl)phenyl)imidazo[2,1-b][1,3,4]thiadiazol C(C)C=1C=NC(=NC1)N1CCC(CC1)[C@H](C)OC1=NN2C(S1)=NC(=C2)C2=C(C=C(C=C2)S(=O)(=O)C)F